3-(trifluoromethoxy)bicyclo[1.1.1]pentan FC(OC12CC(C1)C2)(F)F